(Z)-3-fluoro-4-(2-(trifluoromethyl)-4-(3-(trifluoromethyl)phenyl)-1H-benzo[d]imidazol-1-yl)but-2-en-1-amine hydrochloride Cl.F\C(=C/CN)\CN1C(=NC2=C1C=CC=C2C2=CC(=CC=C2)C(F)(F)F)C(F)(F)F